C(C)[C@]1(C(OCC=2C(N3CC=4C(=NC=5C=CC(=CC5C4)OC)C3=CC21)=O)=O)O (S)-4-ethyl-4-hydroxy-9-methoxy-1H-pyrano[3',4':6,7]indolizino[1,2-b]quinoline-3,14(4H,12H)-dione